2'-(dicyclohexylphosphoryl)-N,N-dimethyl-[1,1'-biphenyl]-2-amine C1(CCCCC1)P(=O)(C1CCCCC1)C1=C(C=CC=C1)C=1C(=CC=CC1)N(C)C